CC(=O)NC=C n-vinylacetamide